4-(1,6-dimethyl-1H-indazol-7-yl)-2-(5,5-dimethyl-2-(2-propenoyl)-2,6-diazaspiro[3.4]octan-6-yl)-7,7-dimethyl-7,8-dihydro-5H-pyrano[4,3-b]pyridine-3-carbonitrile CN1N=CC2=CC=C(C(=C12)C1=C2C(=NC(=C1C#N)N1C(C3(CN(C3)C(C=C)=O)CC1)(C)C)CC(OC2)(C)C)C